CC=1C=C(C=CC1)[C@H](C)[NH-] (S)-N-(1-(m-methylphenyl)ethyl)-amide